ClC=1C=C2CC3(C(C2=CC1)=O)CN(C3)C(=O)OC(C)(C)C tert-butyl 5'-chloro-1'-oxo-1',3'-dihydrospiro[azetidine-3,2'-indene]-1-carboxylate